C(#N)C=1C=NC(=NC1)N1C[C@H](N([C@H](C1)C)C(=O)NCCC1CCN(CC1)CC1=CC(=C(C=C1)O)C)C (2R,6S)-4-(5-cyanopyrimidin-2-yl)-N-(2-{1-[(4-hydroxy-3-methylphenyl)methyl]piperidin-4-yl}ethyl)-2,6-dimethylpiperazine-1-carboxamide